5-methyl-3-[(2-methoxyphenyl)(methanesulfonyl)methyl]-1H-indole CC=1C=C2C(=CNC2=CC1)C(S(=O)(=O)C)C1=C(C=CC=C1)OC